2-(4-mesyl-2-nitrobenzoyl)cyclohexane-1,3-dione S(=O)(=O)(C)C1=CC(=C(C(=O)C2C(CCCC2=O)=O)C=C1)[N+](=O)[O-]